ClC1=C(C=C(OCC(=O)NC23CC(C2)(C3)C=3OC(=NN3)[C@H]3OC2=C([C@H](C3)O)C=C(C=C2)Cl)C=C1)F 2-(4-chloro-3-fluorophenoxy)-N-(3-{5-[(2S,4S)-6-chloro-4-hydroxy-3,4-dihydro-2H-1-benzopyran-2-yl]-1,3,4-oxadiazol-2-yl}bicyclo[1.1.1]pent-1-yl)acetamide